[W].[Fe].[Pd] palladium-iron-tungsten